BrC=1SC=CC1S(=O)(=O)Cl 2-bromothiophene-3-sulfonyl chloride